N-[3-[4-[3-[3-amino-6-(2-hydroxyphenyl)pyridazin-4-yl]-3,8-diazabicyclo[3.2.1]oct-8-yl]-2-pyridinyl]prop-2-ynyl]piperidine-4-carboxamide NC=1N=NC(=CC1N1CC2CCC(C1)N2C2=CC(=NC=C2)C#CCNC(=O)C2CCNCC2)C2=C(C=CC=C2)O